(1S,2S)-N-(6-(7-(1-(1,3-dioxoisoindolin-2-yl)propan-2-yl)-6-fluoro-5-methyl-1H-indazol-4-yl)imidazo[1,2-a]pyrazin-2-yl)-2-fluorocyclopropane-1-carboxamide O=C1N(C(C2=CC=CC=C12)=O)CC(C)C=1C(=C(C(=C2C=NNC12)C=1N=CC=2N(C1)C=C(N2)NC(=O)[C@H]2[C@H](C2)F)C)F